COC(=O)C=1N=CSC1NC1=CC=C(C=C1)N1N=CN(C1=O)CC1=C(C=CC=C1F)F 5-((4-(4-(2,6-Difluorobenzyl)-5-oxo-4,5-dihydro-1H-1,2,4-triazol-1-yl)phenyl)amino)thiazole-4-carboxylic acid methyl ester